ClC=1C=NC=C(C(=O)N2C(CC2)C(=O)NC=2SC=C(N2)C2=CC(=CC=C2)C2=CC=NC=C2)C1 1-(5-chloronicotinoyl)-N-(4-(3-(pyridin-4-yl)phenyl)thiazol-2-yl)azetidine-2-carboxamide